C(#CCCCCCCC)I nonynyl iodide